CC1=C(C(=O)O)C(=CC(=C1)CCCC1=CC=CC=C1)C 2,6-dimethyl-4-(3-phenylpropyl)benzoic acid